N-[[4-(2,3-dichloro-6-methoxyphenyl)piperidin-2-yl]methyl]methanesulfonamide ClC1=C(C(=CC=C1Cl)OC)C1CC(NCC1)CNS(=O)(=O)C